dimethyl (((2-(3,7-dimethylocta-2,6-dien-1-yl)-5-pentyl-1,3-phenylene)bis(oxy))bis(methylene))bis(methylcarbamate) CC(=CCC1=C(C=C(C=C1OCN(C(OC)=O)C)CCCCC)OCN(C(OC)=O)C)CCC=C(C)C